CN1C=C(C=2C1=CN=C(C2)NC(C)=O)C2=NC(=CC(=C2)OC2CCOCC2)SC N-(1-methyl-3-(6-(methylthio)-4-((tetrahydro-2H-pyran-4-yl)oxy)pyridin-2-yl)-1H-pyrrolo[2,3-c]pyridin-5-yl)acetamide